2-Ethoxy-6-(6-(2-hydroxy-1,2-oxaborolan-4-yl)pyridin-2-yl)-3-methoxybenzonitril C(C)OC1=C(C#N)C(=CC=C1OC)C1=NC(=CC=C1)C1CB(OC1)O